2-((benzoyloxy)imino)-3-cyclopentyl-1-(4-(phenylthio)phenyl)propan-1-one C(C1=CC=CC=C1)(=O)ON=C(C(=O)C1=CC=C(C=C1)SC1=CC=CC=C1)CC1CCCC1